di-iodine bis-methyl-triethylene glycol tellurium [Te].CC(COCCOCCO)(C)O.[I].[I]